5-chloro-1'-[2-({8-[(cis)-3-hydroxy-3-methylcyclobutyl]-1,7-naphthyridin-3-yl}oxy)ethyl]-1,2-dihydrospiro[indole-3,4'-piperidin]-2-one ClC=1C=C2C(=CC1)NC(C21CCN(CC1)CCOC=1C=NC2=C(N=CC=C2C1)C1CC(C1)(C)O)=O